ClC=1C=C(C=CC1)C#CC=1N(C(=C(N1)C(=O)N)C=1C=NC(=CC1)C)C 2-[2-(3-Chlorophenyl)ethynyl]-1-methyl-5-(6-methyl-3-pyridyl)imidazole-4-carboxamide